C(CC=C)OC1=NC(=NC=2N1N=CC2)C2=CC(=NC=C2OC)[C@@H](C)N(S(=O)C(C)(C)C)CC N-((R)-1-(4-(4-(but-3-en-1-yloxy)pyrazolo[1,5-a][1,3,5]triazin-2-yl)-5-methoxypyridin-2-yl)ethyl)-N-ethyl-2-methylpropane-2-sulfinamide